BrC=1C=NC(=NC1)NCCCNC(OC(C)(C)C)=O tert-butyl (3-((5-bromopyrimidin-2-yl)amino)propyl)carbamate